C(C)C(CNC(CCN)CC)CCCC 3-(2-Ethylhexyl)amino-1-pentylamin